N-[[6-(2,2-difluorocyclopropanecarbonyl)-6-azaspiro[2.5]octan-2-yl]methyl]furo[2,3-c]pyridine-2-carboxamide FC1(C(C1)C(=O)N1CCC2(C(C2)CNC(=O)C2=CC=3C(=CN=CC3)O2)CC1)F